2-((2,4-dimethoxybenzyl)amino)quinoline-6-carbonitrile COC1=C(CNC2=NC3=CC=C(C=C3C=C2)C#N)C=CC(=C1)OC